tert-butyl N-[(R)-[(3S)-7-(1-methylpyrazol-4-yl)-2-oxo-3,4-dihydro-1H-pyrido[2,3-b]pyrazin-3-yl]-phenyl-methyl]carbamate CN1N=CC(=C1)C1=CC2=C(N[C@H](C(N2)=O)[C@H](NC(OC(C)(C)C)=O)C2=CC=CC=C2)N=C1